Cl.Cl.N1(CCC1)C1CCNCC1 4-(azetidin-1-yl)piperidine dihydrochloride